1-{4-[(2-{3-[(4-methanesulfonyl-2-methoxyphenyl)amino]prop-1-yn-1-yl}-1-(2,2,2-trifluoroethyl)-1H-indol-4-yl)amino]piperidin-1-yl}propan-2-yl 2-methylpropanoate CC(C(=O)OC(CN1CCC(CC1)NC1=C2C=C(N(C2=CC=C1)CC(F)(F)F)C#CCNC1=C(C=C(C=C1)S(=O)(=O)C)OC)C)C